CN(C(OC(C)(C)C)=O)[C@H](C(NCCC1=CC=C(C=C1)C1=CC=C(C=C1)C(F)(F)F)=O)CC (S)-tert-butyl methyl(1-oxo-1-((2-(4'-(trifluoromethyl)-[1,1'-biphenyl]-4-yl)ethyl)amino)butan-2-yl)carbamate